Racemic-(cis)-Lithium 12-(12-(10-(3-((bis(4-methoxyphenyl)(phenyl)-methoxy)methyl)-4-(hydroxymethyl)-3,4-dimethylpyrrolidin-1-yl)-10-oxodecanamido)-dodecanamido)dodecanoate COC1=CC=C(C=C1)C(OCC1(CN(CC1(C)CO)C(CCCCCCCCC(=O)NCCCCCCCCCCCC(=O)NCCCCCCCCCCCC(=O)[O-])=O)C)(C1=CC=CC=C1)C1=CC=C(C=C1)OC.[Li+]